O=C1C(CCCC1)[S+](C1=CC=CC=C1)C1C(CCCC1)=O bis(2-oxocyclohexyl)phenylsulfonium